FC/C=C/C(=O)N1[C@@H](CN(CC1)C1=NC(=NC=2C[C@@H](CCC12)C1=CC(=CC2=CC=CC=C12)O)OC[C@H]1N(CCC1)C)CC#N 2-((R)-1-((E)-4-fluorobut-2-enoyl)-4-((R)-7-(3-hydroxynaphthalen-1-yl)-2-(((S)-1-methylpyrrolidin-2-yl)methoxy)-5,6,7,8-tetrahydroquinazolin-4-yl)piperazin-2-yl)acetonitrile